FC=1C=C(C2=CC(=CC=C2C1)OC)CC(C)CC(=O)N (1-(3-fluoro-7-methoxynaphthalen-1-yl)propan-2-yl)acetamide